β-(3,4-epoxycyclohexyl)ethyl-methoxydiisopropylsilane C1(CC2C(CC1)O2)CC[Si](C(C)C)(C(C)C)OC